5-ureidovaleramide N(C(=O)N)CCCCC(=O)N